COC=1C(=CC=2CCCCC2C1)S(=O)(=O)Cl 3-Methoxy-5,6,7,8-tetrahydronaphthalene-2-sulfonyl chloride